C1(CC1)C1=CC(=NC=2N1N=C(C2)C2=C(C=C(C=C2)N2C(C(CC2)C(=O)OCC)C)F)C(=O)N2[C@@H](C1=CC=CC=C1CC2)C Ethyl 1-(4-(7-cyclopropyl-5-[(1R)-1-methyl-1,2,3,4-tetrahydroisoquinoline-2-carbonyl]-pyrazolo[1,5-a]pyrimidin-2-yl)-3-fluorophenyl)-2-methylpyrrolidine-3-carboxylate